COCC1=CC=C(C=C1)C(CC1=CC=C(C=C1)COC)O (+)-1,2-Bis(4-(methoxymethyl)phenyl)ethan-1-ol